2-cyclopropyl-2-({[4-(difluoromethoxy)phenyl]carbamoyl}amino)butanoic acid C1(CC1)C(C(=O)O)(CC)NC(NC1=CC=C(C=C1)OC(F)F)=O